C(=O)(OC(C)(C)C)N1[C@H](CCC1)CO (R)-1-Boc-2-pyrrolidinemethanol